BrC1=CC(=C(CC=2N(C=CN2)C)C=C1)OC 2-(4-bromo-2-methoxybenzyl)-1-methyl-1H-imidazole